ClC1=NC(=CC=C1CCl)C1=C(C(=CC=C1)C1=CC2=C(OCCO2)C=C1)C 2-chloro-3-(chloromethyl)-6-[3-(2,3-dihydro-1,4-benzodioxin-6-yl)-2-methyl-phenyl]pyridine